Cl.ClC1=C(C=CC(=C1)Cl)C=1CCCC2=C(C1C1=CC=C(C=C1)C(C)(O)C1CN(C1)CCCF)C=CC(=C2)C(=O)O 8-(2,4-dichlorophenyl)-9-(4-(1-(1-(3-fluoropropyl)azetidin-3-yl)-1-hydroxyethyl)phenyl)-6,7-dihydro-5H-benzo[7]annulene-3-carboxylic Acid, Hydrochloride